N,2,2-trimethyl-N-((2-methylthiazol-5-yl)methyl)butanamide CN(C(C(CC)(C)C)=O)CC1=CN=C(S1)C